methyl (3S)-3-[4-[4-[2-[2-[2-(2-azidoethoxy)ethoxy]ethoxy]ethoxy]-1-naphthyl]phenyl]-3-[[2-[5-[(4-methyl-2-pyridyl)amino]pentanoylamino]acetyl]amino]propanoate N(=[N+]=[N-])CCOCCOCCOCCOC1=CC=C(C2=CC=CC=C12)C1=CC=C(C=C1)[C@H](CC(=O)OC)NC(CNC(CCCCNC1=NC=CC(=C1)C)=O)=O